4-fluoro-1-(4-fluorophenyl)-2-nitrobenzene FC1=CC(=C(C=C1)C1=CC=C(C=C1)F)[N+](=O)[O-]